BrC=1C=C(C(=NC1)N1CC(C1)(F)F)F 5-bromo-2-(3,3-difluoroazetidin-1-yl)-3-fluoropyridine